NC1=C(C=C(C=C1)C1=CC=C(C=C1)F)NC(C1=CC=C(C=C1)S(=O)(=N)C1=NC=CC=C1)=O N-[2-amino-5-(4-fluorophenyl)phenyl]-4-(2-pyridylsulfonimidoyl)benzamide